O1CC(C1)C#N oxetane-3-carbonitrile